(R)-N-((S)-1'-(6-chloropyrido[2,3-b]pyrazin-2-yl)-5-methoxy-1,3-dihydrospiro[indene-2,4'-piperidin]-1-yl)-2-methylpropane-2-sulfinamide ClC=1C=CC=2C(=NC=C(N2)N2CCC3(CC2)[C@@H](C2=CC=C(C=C2C3)OC)N[S@](=O)C(C)(C)C)N1